FC1=CC(=CC2=C1N=C(O2)C)C2=CC=C1C(N(C=NC1=C2)C2CCN(CC2)C)=O 7-(4-fluoro-2-methyl-1,3-benzoxazole-6-yl)-3-(1-methylpiperidin-4-yl)quinazoline-4(3H)-one